1-(4-(4-Fluoro-2-methylphenyl)piperidin-1-yl)-2-(3-((3R,4R)-3-fluoro-4-hydroxypiperidin-1-carbonyl)-5,6-dihydrocyclopenta[c]pyrazol-1(4H)-yl)ethanon FC1=CC(=C(C=C1)C1CCN(CC1)C(CN1N=C(C2=C1CCC2)C(=O)N2C[C@H]([C@@H](CC2)O)F)=O)C